IC1=C(C=CC=C1)N1C=CC2=C(C=CC=C12)Br 1-(2-iodophenyl)-4-bromo-1H-indol